FC(C=1C=C2C=NC(N3C2=C(C1)SCC3CN3CC=1N(CC3)C(=NN1)C(F)(F)F)=O)(F)F 9-(trifluoromethyl)-3-((3-(trifluoromethyl)-5,6-dihydro-[1,2,4]triazolo[4,3-a]pyrazin-7(8H)-yl)methyl)-2H-[1,4]thiazino[2,3,4-ij]quinazolin-5(3H)-one